COC[C@@H]1CCC2=CC=3CCCC3C(=C12)NC(=O)N=[S@@](=O)(N)C=1C=NN2C1O[C@H](C2)C (S,2S)-N'-(((R)-3-(methoxymethyl)-1,2,3,5,6,7-hexahydro-s-indacen-4-yl)carbamoyl)-2-methyl-2,3-dihydropyrazolo[5,1-b]oxazole-7-sulfonimidamide